C1(CC1)N1C(C=C(C(=C1)OC1=C(C=CC=C1C)C)C=1C2=C(C(N(C1)C)=O)NC(=C2)C2=C(C(=CC=C2)OC)F)=O 4-(1-cyclopropyl-5-(2,6-dimethylphenoxy)-2-oxo-1,2-dihydropyridin-4-yl)-2-(2-fluoro-3-methoxyphenyl)-6-methyl-1,6-dihydro-7H-pyrrolo[2,3-c]pyridin-7-one